COC(C(C)C1=CC=C(C=C1)C(=C(C#N)C#N)O)=O 2-[4-(2,2-Dicyano-1-hydroxy-vinyl)phenyl]propionic acid methyl ester